C(C=C)(=O)N1CCN(CC1)C1=C(C(=NC2=C(C(=C(C=C12)Cl)C1=CC=C(C2=C1N=C(S2)N)F)F)NC)C#N 4-(4-propenoylpiperazin-1-yl)-7-(2-amino-7-fluorobenzo[d]thiazol-4-yl)-6-chloro-8-fluoro-2-(methylamino)quinoline-3-carbonitrile